CC1=CC(NC(=C1)C)=O 4,6-dimethylpyridin-2(1H)-one